2-{4-[(1S)-1-(2H-1,3-benzodioxol-5-yl)ethyl]piperazin-1-yl}-N-methylpyrimidine-5-carboxamide O1COC2=C1C=CC(=C2)[C@H](C)N2CCN(CC2)C2=NC=C(C=N2)C(=O)NC